OC1(COC1)C1=CC=C(C=C1)C=1C=C(C=2N=CN=C(C2N1)N[C@@H]1CNCCC1)C(=O)N 6-[4-(3-hydroxyoxetan-3-yl)phenyl]-4-{[(3S)-piperidin-3-yl]amino}pyrido[3,2-d]pyrimidine-8-carboxamide